platinum (TriMethyl)cyclopentadienylplatinuM C[Pt](C1C=CC=C1)(C)C.[Pt]